(2H3)methoxysodium C(O[Na])([2H])([2H])[2H]